NC1=CC=C(C(=C1C(=O)N(C)C)F)C=1C(=C2C(=NC1)NC[C@@]21C[C@@H](CC1)N1N=C(C=C1)N)Cl 6-Amino-3-((1S,3R)-3-(3-amino-1H-pyrazol-1-yl)-4'-chloro-1',2'-dihydrospiro[cyclopentane-1,3'-pyrrolo[2,3-b]pyridin]-5'-yl)-2-fluoro-N,N-dimethylbenzamide